(2-(4-fluoro-3-(methylsulfonyl)phenylamino)-5-methylpyrimidin-4-ylamino)-7-methylbenzo[d]oxazol-2(3H)-one FC1=C(C=C(C=C1)NC1=NC=C(C(=N1)NN1C(OC2=C1C=CC=C2C)=O)C)S(=O)(=O)C